C1[C@@H](N=C(S1)C2=CNC3=CC=CC=C32)C(=O)[O-] The molecule is a monocarboxylic acid anion that is the conjugate base of (S)-dihydrocamalexic acid, obtained by deprotonation of the carboxy group. It is a conjugate base of a (S)-dihydrocamalexic acid. It is an enantiomer of a (R)-dihydrocamalexate.